Actinium(III) Oxide [O-2].[Ac+3].[O-2].[O-2].[Ac+3]